(2R,3S)-2-[4-(cyclopentylamino)phenyl]-N-[4-methyl-3-(trifluoromethyl)phenyl]-1-pyrimidin-4-yl-piperidine-3-carboxamide C1(CCCC1)NC1=CC=C(C=C1)[C@@H]1N(CCC[C@@H]1C(=O)NC1=CC(=C(C=C1)C)C(F)(F)F)C1=NC=NC=C1